ClC=1C=C(C(=O)N2CC=3C(=NN4C3C(N(C[C@H]4C)[C@@H](C)C=4C=NC(=CC4)[S@](=O)(=NC)C)=O)C[C@H]2C)C=CC1Cl |o1:18,26| (3R,7R)-2-(3,4-dichlorobenzoyl)-9-((S*)-1-(6-((S*)-N,S-dimethylsulfonimidoyl)pyridin-3-yl)ethyl)-3,7-dimethyl-1,2,3,4,8,9-hexahydropyrido[4',3':3,4]pyrazolo[1,5-a]pyrazin-10(7H)-one